N1=C(C=CC2=CC=CC=C12)OC1CCC(CC1)=O 4-(quinolinyloxy)cyclohexanone